NC1=C2N=CN(C2=NC(=N1)C1=CC=NC=C1)C1CCC(CC1)C(=O)NCC1=CC(=CC=C1)OC 4-[6-amino-2-(pyridin-4-yl)-9H-purin-9-yl]-N-(3-methoxybenzyl)cyclohexanecarboxamide